CN(C(=O)N1CCN(CC1)C1=C2C(=CC(=NC2=CC=C1)CC1=CC=C(C=C1)OC)C)C 5-(4-(dimethylcarbamoyl)piperazin-1-yl)-2-(4-methoxybenzyl)-4-methylquinolin